C=1(C(=C2C(=CC1)C1C(COCC3C2O3)O1)C=1C(=CC=CC1)O)O BiphenolDiglycidyl Ether